(6R,8S)-N-(5-chloro-6-(2H-1,2,3-triazol-2-yl)pyridin-3-yl)-2-fluoro-8-methyl-8-(1-methyl-1H-pyrazol-3-yl)-7,8-dihydro-6H-cyclopenta[e]pyrazolo[1,5-a]pyrimidine-6-carboxamide ClC=1C=C(C=NC1N1N=CC=N1)NC(=O)[C@@H]1C[C@@](C2=C1C=NC=1N2N=C(C1)F)(C1=NN(C=C1)C)C